{(1S)-2,2,2-trifluoro-1-[4'-(methylsulfonyl)biphenyl-4-yl]ethyl}-L-leucinamide FC([C@H](C1=CC=C(C=C1)C1=CC=C(C=C1)S(=O)(=O)C)N[C@@H](CC(C)C)C(=O)N)(F)F